(1r,4r)-4-(((4-(((E)-2-(aminomethyl)-3-fluoroallyl)oxy)phenyl)sulfonyl)methyl)cyclohexan-1-ol NC/C(/COC1=CC=C(C=C1)S(=O)(=O)CC1CCC(CC1)O)=C\F